C([2H])([2H])([2H])N(C(OC(C)(C)C)=O)C(C=O)([2H])[2H] tert-butyl (methyl-d3)(2-oxoethyl-1,1-d2)carbamate